C(=O)O.CN([C@@]1(CN(CCC1)C1=CC(=C(C(=C1)F)S(=O)(=O)NC1=NC=NC=C1)F)CCC1=NC(=CC=C1)C(F)(F)F)C (R)-4-(3-(Dimethylamino)-3-(2-(6-(trifluoromethyl)pyridin-2-yl)ethyl)-piperidin-1-yl)-2,6-difluoro-N-(pyrimidin-4-yl)benzenesulfonamide formate